C1(=CC=C(C=C1)CC1C(C2(CCC1C2(C)C)CS(=O)(=O)O)=O)CC2C(C1(CCC2C1(C)C)CS(=O)(=O)O)=O 3,3'-(1,4-phenylenedimethylene)bis[7,7-dimethyl-2-oxo-bicyclo[2.2.1]heptane-1-methanesulfonic acid]